C(C1=CC=C(NCC2=CN=C3N=C(N)NC(=O)C3=N2)C=C1)(=O)[C@](N(C)C)(CS)C(=O)O pteroyl-dimethylcysteine